ClC=1N=C2SC=CN2C1S(=O)(=O)N1CCC2(C[C@H](OC2=O)CCN2CCN(CC2)C2=CC=C(C=C2)C)CC1 (S)-8-((6-chloroimidazo[2,1-b]thiazol-5-yl)sulfonyl)-3-(2-(4-(p-tolyl)piperazin-1-yl)ethyl)-2-oxa-8-azaspiro[4.5]decan-1-one